O[C@H]1C[C@@H](C2=CC[C@@H](C[C@H]12)O)N1C(NC(C(=C1)C)=O)=O 1-((1S,3S,3aS,5S)-3,5-dihydroxy-2,3,3a,4,5,6-hexahydro-1H-inden-1-yl)-5-methylpyrimidine-2,4(1H,3H)-dione